1,2-di-linoleyl-3-Dimethylaminopropane C(CCCCCCC\C=C/C\C=C/CCCCC)CC(CN(C)C)CCCCCCCC\C=C/C\C=C/CCCCC